ClC=1C=C(C=C(C1)Cl)C=1OC2=C(N1)C=CC(=C2)C(=O)OC(CC=2NC=CN2)C 1-(1H-imidazol-2-yl)propan-2-yl 2-(3,5-dichlorophenyl)benzo[d]oxazole-6-carboxylate